OCC(C(=O)N)(NC(=O)C=1N(N=C2C=CC(=CC12)OCC=1N=C(SC1)C)C)C 3-hydroxy-2-methyl-2-({2-methyl-5-[(2-methyl-1,3-thiazol-4-yl)methoxy]-2H-indazol-3-yl}formamido)propanamide